(S)-3-(1,4-Dimethyl-1H-benzo[d][1,2,3]triazol-5-yl)-3-(3-(((R)-2-ethyl-2,3-dihydropyrido[3,4-f][1,4]oxazepin-4(5H)-yl)methyl)-4-methylphenyl)propanoic acid, formic acid salt C(=O)O.CN1N=NC2=C1C=CC(=C2C)[C@@H](CC(=O)O)C2=CC(=C(C=C2)C)CN2C[C@H](OC1=C(C2)C=NC=C1)CC